(S)-4-(azetidin-1-ylmethyl)-3-chloro-N-(3-(1-((2-ethyl-2H-pyrazolo[3,4-b]pyrazin-6-yl)amino)ethyl)-4-methylphenyl)-5-fluorobenzamide N1(CCC1)CC1=C(C=C(C(=O)NC2=CC(=C(C=C2)C)[C@H](C)NC=2C=NC=3C(N2)=NN(C3)CC)C=C1F)Cl